ClC1=CC(=C(C2=CC=CC=C12)O)OB(O)O (4-chloro-1-hydroxynaphthalen-2-yl)boric acid